BrC1=C(C=C(CNC(C(OCC)OCC)=N)C=C1)Cl N-(4-bromo-3-chlorobenzyl)-2,2-diethoxyacetamidine